methyl 3-benzyloxy-4-oxo-5-[(2,4,6-trifluorophenyl)methylcarbamoyl]pyran-2-carboxylate C(C1=CC=CC=C1)OC1=C(OC=C(C1=O)C(NCC1=C(C=C(C=C1F)F)F)=O)C(=O)OC